4-fluoro-N,N-dimethyl-3-nitroaniline FC1=C(C=C(N(C)C)C=C1)[N+](=O)[O-]